1-(4-{[6-(2-chlorophenyl)-5-oxo-5,6-dihydroimidazo[1,2-a]pyrimido[5,4-e]pyrimidin-2-yl]amino}phenyl)piperidine-3-carboxamide ClC1=C(C=CC=C1)N1C=2N(C3=C(C1=O)C=NC(=N3)NC3=CC=C(C=C3)N3CC(CCC3)C(=O)N)C=CN2